2-chloro-4-{4-(naphthalen-1-yl)phenyl}-6-{3-(pyridin-3-yl)phenyl}pyrimidine ClC1=NC(=CC(=N1)C1=CC=C(C=C1)C1=CC=CC2=CC=CC=C12)C1=CC(=CC=C1)C=1C=NC=CC1